CC1C(CCCC1)I o-methylcyclohexyl iodide